6-N-[(1-aminocyclopropyl)methyl]-4-N-(4-chlorophenyl)-1-methylpyrazolo[3,4-d]pyrimidine-4,6-diamine NC1(CC1)CNC1=NC(=C2C(=N1)N(N=C2)C)NC2=CC=C(C=C2)Cl